1-(6-aminopurine-9-yl)propan-2-yloxymethylphosphonic acid NC1=C2N=CN(C2=NC=N1)CC(C)OCP(O)(O)=O